5-Bromo-2-(1-ethyl-1H-pyrazol-3-yl)isoindoline BrC=1C=C2CN(CC2=CC1)C1=NN(C=C1)CC